(RS)-(Z)-2-(5-methoxy-2-methyl-1-(3,4,5-trimethoxybenzylidene)-1H-inden-3-yl)-N-(1-methylpiperidin-3-yl)acetamide COC=1C=C2C(=C(/C(/C2=CC1)=C/C1=CC(=C(C(=C1)OC)OC)OC)C)CC(=O)N[C@H]1CN(CCC1)C |r|